CC1C(CCCC1)(N)N methyl-cyclohexanediamine